FC1=C(C=C2C(=NC=NC2=C1)N1CC(CCC1)NS(=O)(=O)C)C(F)(F)F N-(1-(7-FLUORO-6-(TRIFLUOROMETHYL)QUINAZOLIN-4-YL)PIPERIDIN-3-YL)METHANESULFONAMIDE